C1(CCCC1)CN1N=CC(=C1)C=1C=CC(=NC1C1=CC=C2C=CN(C(C2=C1)=O)C)C#N 5-(1-(Cyclopentylmethyl)-1H-pyrazol-4-yl)-6-(2-methyl-1-oxo-1,2-dihydroisochinolin-7-yl)picolinonitril